C1(=CC=CC=C1)[C@H]1N[C@@H]1C1=CC=CC=C1 (2R,3R)-2,3-diphenylaziridine